2-(4-(methylcarbamoyl)phenyl)-N-((1-methylpiperidin-3-yl)methyl)benzo[d]imidazo[2,1-b]thiazole-7-carboxamide CNC(=O)C1=CC=C(C=C1)C=1N=C2SC3=C(N2C1)C=CC(=C3)C(=O)NCC3CN(CCC3)C